2-(1-benzhydryl-piperidin-4-yl)-5,7-difluoro-1,2,3,4-tetrahydroisoquinoline C(C1=CC=CC=C1)(C1=CC=CC=C1)N1CCC(CC1)N1CC2=CC(=CC(=C2CC1)F)F